(5S,7S)-2-aminoadamantan-1-ol NC1C2(C[C@H]3C[C@@H](CC1C3)C2)O